ClC=1C(=NC(=NC1)NC=1C=C(C=NC1)N1C(C2(CC1)CCN(CC2)C(=O)OC(C)(C)C)=O)C2=CC(=CC=C2)N2CCCCC2 tert-butyl 2-[5-[[5-chloro-4-[3-(1-piperidyl)phenyl]pyrimidin-2-yl]amino]-3-pyridyl]-1-oxo-2,8-diazaspiro[4.5]decane-8-carboxylate